2-(2-bromo-4-chloro-5-methoxyphenyl)-1,3-oxazole BrC1=C(C=C(C(=C1)Cl)OC)C=1OC=CN1